1-(4-(aminomethyl)-1-oxo-1,2-dihydrophthalazin-6-yl)-N-((5-(2-hydroxypropan-2-yl)pyridin-2-yl)methyl)-N-(5,6,7,8-tetrahydroquinolin-8-yl)cyclopropane-1-carboxamide NCC1=NNC(C2=CC=C(C=C12)C1(CC1)C(=O)N(C1CCCC=2C=CC=NC12)CC1=NC=C(C=C1)C(C)(C)O)=O